BrC=1C(=C(OC2CCC(CC2)C[C@@H](CO)C)C=CC1)C(F)(F)F (S)-3-((1r,4S)-4-(3-bromo-2-(trifluoromethyl)phenoxy)cyclohexyl)-2-methylpropan-1-ol